5-(8-phenethoxyimidazo[1,2-b]pyridazin-6-yl)pyrimidine-2,4(1H,3H)-dione C(CC1=CC=CC=C1)OC=1C=2N(N=C(C1)C=1C(NC(NC1)=O)=O)C=CN2